4-[5-(4-dimethylaminomethylphenyl)-8-oxo-6-thioxo-5,7-diazaspiro[3.4]oct-7-yl]-2-trifluoromethylbenzonitrile CN(C)CC1=CC=C(C=C1)N1C2(CCC2)C(N(C1=S)C1=CC(=C(C#N)C=C1)C(F)(F)F)=O